FC1=CC(=C(C=C1)C1=CC(=CC=C1)C=1OC2=C(N1)C=C(C=C2OC)CNCC2COC2)C2=NN=CN2C 1-(2-(4'-fluoro-2'-(4-methyl-4H-1,2,4-triazol-3-yl)-[1,1'-biphenyl]-3-yl)-7-methoxybenzo[d]oxazol-5-yl)-N-(oxetan-3-ylmethyl)methylamine